C(=C)[Si](C)(C)CCCCCCCCCCCC vinyl-dodecyl-dimethylsilane